FC(S(=O)(=O)N)(F)F.FC(S(=O)(=O)N)(F)F.CN1C(CCCC1)CCC N-methylpropyl-piperidine bistrifluoromethanesulfonamide salt